(R)-2-((N-ethylsulfamoyl)amino)-N-(1-(6-ethynyl-5-oxo-4-phenyl-4,5-dihydro-2H-furo[4,3,2-de]isoquinolin-3-yl)ethyl)pyrazolo[1,5-a]pyrimidine-3-carboxamide C(C)NS(=O)(=O)NC1=NN2C(N=CC=C2)=C1C(=O)N[C@H](C)C=1N(C(C=2C(=CC=C3C2C1CO3)C#C)=O)C3=CC=CC=C3